(2S)-5,5-Dimethyl-2-((3S)-3-methyl-2-(2-((S)-pyrrolidine-2-carboxamido)acetamido)pentanamido)hexanoic acid CC(CC[C@@H](C(=O)O)NC(C([C@H](CC)C)NC(CNC(=O)[C@H]1NCCC1)=O)=O)(C)C